ClC1=CC(=C(C=C1)[C@@]1(OC2=C(O1)C=CC=C2C2=CC[C@H](OC2)CC2=NC=1C(=NC(=CC1)C(=O)O)N2C[C@H]2OCC2)C)F 2-(((S)-5-((S)-2-(4-chloro-2-fluorophenyl)-2-methylbenzo[d][1,3]dioxol-4-yl)-3,6-dihydro-2H-pyran-2-yl)methyl)-3-(((S)-oxetan-2-yl)methyl)-3H-imidazo[4,5-b]pyridine-5-carboxylic acid